C(C)C1=C(CN)C=CC=C1 (S)-2-ethylbenzylamine